C(C)(C)(C)OC(=O)N(C[C@@H](C(=O)O)C1=CC=C(C=C1)Cl)C(C)C (S)-3-((tert-butoxycarbonyl)(isopropyl)amino)-2-(4-chlorobenzeneyl)-propionic acid